S1C=NC=C1C(=O)N1CC2(CN(C2)C(=O)N)C(C1)C(=O)N 6-(thiazole-5-carbonyl)-2,6-diazaspiro[3.4]octane-2,8-dicarboxamide